N1C=C(C2=CC=CC=C12)CCC=O 1H-INDOLE-3-PROPANAL